Cycloheptanon C1(CCCCCC1)=O